NC12CC(C1)(C2)C2=NOC(=N2)C=2C(=NC(=NC2)NC2=CC=CC=1C(OC(C12)(C)C)=O)N[C@H](CO)C1=CC=CC=C1 [5-(3-{3-aminobicyclo[1.1.1]pentan-1-yl}-1,2,4-oxadiazol-5-yl)-4-{[(1S)-2-hydroxy-1-phenylethyl]amino}pyrimidin-2-yl]amino-3,3-dimethyl-1,3-dihydro-2-benzofuran-1-one